4-{4-[(3-methoxyphenyl)methoxy]piperidin-1-yl}-1-methyl-2-oxo-1,2-dihydroquinoline-3-carboxamide COC=1C=C(C=CC1)COC1CCN(CC1)C1=C(C(N(C2=CC=CC=C12)C)=O)C(=O)N